2-[4-(1,3-dihydro-2-benzofuran-5-yl)-2,6-bis(propan-2-yl)phenyl]-N-{4-[(dimethylamino)methyl]benzene-sulfonyl}acetamide C1OCC2=C1C=CC(=C2)C2=CC(=C(C(=C2)C(C)C)CC(=O)NS(=O)(=O)C2=CC=C(C=C2)CN(C)C)C(C)C